C1(CC1)N1N=CC(=C1)NC1=NC=C(C(=N1)C1=CC(=C(OCC2(CC2)C#N)C=C1)F)F 1-((4-(2-((1-cyclopropyl-1H-pyrazol-4-yl)amino)-5-fluoropyrimidin-4-yl)-2-fluorophenoxy)methyl)cyclopropanecarbonitrile